F[C@H]1CN(CC[C@H]1NC=1C=2N(C=CN1)C(=C(N2)C(=O)OC)SC(F)(F)F)C methyl 8-{[(3S,4R)-3-fluoro-1-methylpiperidin-4-yl]amino}-3-[(trifluoromethyl)sulfanyl]imidazo[1,2-a]pyrazine-2-carboxylate